methylthiophosphonic acid CP(O)(O)=S